Beta-D-glucosyl-5-hydroxymethyluracil [C@@H]1([C@H](O)[C@@H](O)[C@H](O)[C@H](O1)CO)C1=C(C(NC(N1)=O)=O)CO